Methyl 2-(tert-butoxycarbonylamino)-2-cyclopropyl-2-deutero-acetate C(C)(C)(C)OC(=O)NC(C(=O)OC)([2H])C1CC1